P(=O)(O)(O)O[C@H]1[C@H]([C@@H](O[C@@H]1CO)N1C(=O)NC(=O)C=C1)OCC#C 2'-O-propargyluridine-3'-phosphate